7-bromo-8-fluoro-3-methoxyquinoxalin-2(1H)-one BrC1=CC=C2N=C(C(NC2=C1F)=O)OC